NC1=NC(=NC=C1)C=1C(N(N(C1)COCC[Si](C)(C)C)C)=O 4-(4-aminopyrimidin-2-yl)-2-methyl-1-((2-(trimethylsilyl)ethoxy)methyl)-1,2-dihydro-3H-pyrazol-3-one